N-(5-(1-methyl-1H-pyrazol-3-yl)-4-((2-(tetrahydrofuran-3-yl)pyrimidin-4-yl)amino)pyridin-2-yl)acetamide CN1N=C(C=C1)C=1C(=CC(=NC1)NC(C)=O)NC1=NC(=NC=C1)C1COCC1